CN(C1CCN(CC1)CC=1C=CC(=NC1)NC1=NC=C(C(=N1)C1=CC2=C(N=C3COCC(N32)C)C(=C1)F)F)C N-(5-((4-(dimethylamino)piperidin-1-yl)methyl)pyridin-2-yl)-5-fluoro-4-(9-fluoro-4-methyl-3,4-dihydro-1H-benzo[4,5]imidazo[2,1-c][1,4]oxazin-7-yl)pyrimidin-2-amin